(Dimethylamino)propan CN(C)CCC